FC(OC=1C=C(CN(C(=S)NC(=O)OCC)C2=C(NC=C2)C(=O)OCC)C=CC1F)F Ethyl 3-(1-(3-(difluoromethoxy)-4-fluorobenzyl)-3-(ethoxycarbonyl) thioureido)-1H-pyrrole-2-carboxylate